(2S,4R)-N-(4-bromo-1-(2,2,2-trifluoroethyl)-1H-pyrazol-3-yl)-4-fluoropyrrolidine-2-carboxamide BrC=1C(=NN(C1)CC(F)(F)F)NC(=O)[C@H]1NC[C@@H](C1)F